C(CCCCC)(=O)OC1CC2=CC=C(C=C2CC1)[C@@H]1C[C@](CC1)(CO)N 6-((1S,3R)-3-amino-3-(hydroxymethyl)cyclopentyl)-1,2,3,4-tetrahydronaphthalen-2-yl Hexanoate